C(C)N1C2=NC(=NC(=C2N=C1N1CCN(CC1)C)N1CCOCC1)C1=CC(=CC=C1)C=1N=NC=CC1 4-(9-ethyl-6-morpholino-2-(3-(pyridazin-3-yl)phenyl)-9H-purin-8-yl)-1-methylpiperazin